2-chromenic acid O1C(C=CC2=CC=CC=C12)C(=O)O